N\C(=C/C(=O)C1=CC=C(C=C1)[N+](=O)[O-])\C1=CC=CC=C1 (2Z)-3-amino-1-(4-nitrophenyl)-3-phenylpropan-2-en-1-one